tert-Butyl 8-(5-((4-((4-(acetamidomethyl)piperidin-1-yl)methyl)-6-(3,5-dichlorophenyl)pyridin-2-yl)oxy)pyridin-2-yl)-3,8-diazabicyclo[3.2.1]octane-3-carboxylate C(C)(=O)NCC1CCN(CC1)CC1=CC(=NC(=C1)C1=CC(=CC(=C1)Cl)Cl)OC=1C=CC(=NC1)N1C2CN(CC1CC2)C(=O)OC(C)(C)C